IC=1C=C2CCNC2=C(C1)C(=O)[O-] 5-iodoindoline-7-carboxylate